NC1=NC=NC=2N(C3=CC=C(C=C3C21)C2CCCC2)CC(=O)O 2-(4-amino-6-cyclopentyl-9H-pyrimido[4,5-b]indol-9-yl)acetic acid